2-((1-(5-(3,5-difluorophenyl)-9-methyl-[1,2,4]triazolo[4,3-c]quinazolin-7-yl)ethyl)amino)benzoic acid FC=1C=C(C=C(C1)F)C1=NC=2C(=CC(=CC2C=2N1C=NN2)C)C(C)NC2=C(C(=O)O)C=CC=C2